N1CCC(CC1)OC1=NC(=CC=C1)CN1N=CC(=C1)C(F)(F)F 2-(piperidin-4-yloxy)-6-((4-(trifluoromethyl)-1H-pyrazol-1-yl)methyl)pyridine